C(CC#C)N1CCN(CC1)C1=C(C=C(C=C1)N1C(=NC=2C1=NC(=CC2)C2=CC(=NC=C2)N)C)OC 4-(3-(4-(4-(but-3-yn-1-yl)piperazin-1-yl)-3-methoxyphenyl)-2-methyl-3H-imidazo[4,5-b]pyridin-5-yl)pyridin-2-amine